6-Amino-4-(trifluoromethyl)nicotinaldehyde NC1=NC=C(C=O)C(=C1)C(F)(F)F